biquinoline-4,4'-dicarboxylic acid sodium [Na].N1=C(C=C(C2=CC=CC=C12)C(=O)O)C1=NC2=CC=CC=C2C(=C1)C(=O)O